(3S,4S)-3-fluoro-1-((tetrahydropyran-4-yl)sulfonyl)piperidin-4-amine trifluoroacetate FC(C(=O)O)(F)F.F[C@H]1CN(CC[C@@H]1N)S(=O)(=O)C1CCOCC1